isopropyl 2-methylsulfanyl-[1,1'-biphenyl]-3-carboxylate CSC1=C(C=CC=C1C(=O)OC(C)C)C1=CC=CC=C1